2,4,6-tris(1-methyl-1-phenylethyl)-phenol CC(C)(C1=CC=CC=C1)C1=C(C(=CC(=C1)C(C)(C)C1=CC=CC=C1)C(C)(C)C1=CC=CC=C1)O